C(C=C)(=O)OCCCC[N+](CC)(C)C acryloyloxybutyldimethylethylammonium